ethyl 2-((3-(6-cyclopropylimidazo[1,2-a]pyridin-2-yl)-2-oxopyrrolidin-1-yl)amino)-2-iminoacetate C1(CC1)C=1C=CC=2N(C1)C=C(N2)C2C(N(CC2)NC(C(=O)OCC)=N)=O